C(C)(C)(C)OC(=O)N1CC2(C1)CC(C2)CC2=CC1=C(C(=NO1)C(F)(F)F)C=C2 6-[[3-(trifluoromethyl)-1,2-benzooxazol-6-yl]methyl]-2-azaspiro[3.3]heptane-2-carboxylic acid tert-butyl ester